2-(2-methoxyethoxy)-4H-pyrrolo[2,3-d]thiazole-5-carboxylic acid COCCOC=1SC2=C(N1)NC(=C2)C(=O)O